trans-4-((4-(2-Cyclopropyloxazol-4-yl) pyridine-2-yl)((trans-4-(4-methoxy-3-methylphenyl)cyclohexyl)methyl) carbamoyl)cyclohexyl 3-(dimethylamino)azetidine-1-carboxylate CN(C1CN(C1)C(=O)O[C@@H]1CC[C@H](CC1)C(N(C[C@@H]1CC[C@H](CC1)C1=CC(=C(C=C1)OC)C)C1=NC=CC(=C1)C=1N=C(OC1)C1CC1)=O)C